C1(CC1)CN1[C@H]2CN([C@@H](C1)C2)C=2C=CC(=C(C(=O)N[C@H](C)C1=CC(=CC(=C1)C=1C=NN(C1)C)C1=NN(C=C1)CC)C2)C 5-((1R,4R)-5-(cyclopropylmethyl)-2,5-diazabicyclo[2.2.1]heptan-2-yl)-N-((R)-1-(3-(1-ethyl-1H-pyrazol-3-yl)-5-(1-methyl-1H-pyrazol-4-yl)phenyl)ethyl)-2-methylbenzamide